1-((1r,3r)-3-((tert-butyldimethylsilyl)oxy)cyclobutyl)pyrrolidin-2-one [Si](C)(C)(C(C)(C)C)OC1CC(C1)N1C(CCC1)=O